2-(Azetidin-3-yl)-5-chlorobenzo[d]thiazole N1CC(C1)C=1SC2=C(N1)C=C(C=C2)Cl